CCCCCC(=O)OCC ethyl n-hexanoate